C(C1=CC=CC=C1)OC1=NC(=CC=C1N1C(CC2=C(C=CC=C12)Br)=O)OCC1=CC=CC=C1 1-(2,6-bis(benzyloxy)pyridin-3-yl)-4-bromoindolin-2-one